C(C)(C)OC1=NN(C=C1)C1COC1 3-isopropoxy-1-(oxetan-3-yl)-1H-pyrazol